Lithio 2-(4-bromo-2-fluorophenyl)-7-(4-cyanophenyl)pyrazolo[1,5-a]pyrimidine-5-carboxylate BrC1=CC(=C(C=C1)C1=NN2C(N=C(C=C2C2=CC=C(C=C2)C#N)C(=O)O[Li])=C1)F